CS(=O)(=O)C1=C(C[C@H](N)C(=O)O)C2=CC=CC=C2N1 2-methylsulfonyltryptophan